ClC1=C(C=C(C=C1)NC(=O)NC1=C(C=C(C=C1)NC1=CC(=NC=C1)C(=O)NC)F)C(F)(F)F 4-[4-({[4-chloro-3-(trifluoromethyl)phenyl]carbamoyl}amino)-3-fluorophenylamino]-N-methylpyridine-2-formamide